ClC=1C=C(CNCC2CC(C2)NCCNC2=NC3=C(C4=CN=CC=C24)C=CC(=C3)C(=O)OC)C=CC1OC(F)(F)F Methyl 5-((2-((3-(((3-chloro-4-(trifluoromethoxy)benzyl)amino)methyl)cyclobutyl)amino)ethyl)amino)benzo[c][2,6]naphthyridine-8-carboxylate